N-((1-fluorocyclopropyl)methyl)-5-(2-methylimidazo[1,2-b]pyridazin-6-yl)-7H-pyrrolo[2,3-d]pyrimidin-2-amine FC1(CC1)CNC=1N=CC2=C(N1)NC=C2C=2C=CC=1N(N2)C=C(N1)C